C(C1CO1)OC(COCC1CO1)C1=CC(=CC=C1)OCC1CO1 1,2,3-triglycidyl-oxyethylbenzene